Cl.ClC=1C=C(C=CC1)C([C@@H](C)NC(C)(C)C)=O |r| (+-)-1-(3-chlorophenyl)-2-[(1,1-dimethylethyl)amino]-1-propanone hydrochloride